Cl.N1CCC(CC1)OC=1C=CC(=NC1)C(F)(F)F 5-(piperidin-4-yloxy)-2-(trifluoromethyl)pyridine hydrochloride